9-((5-((2,6-difluorobenzyl)thio)-4-phenyl-4H-1,2,4-triazol-3-yl)methyl)-9H-carbazole FC1=C(CSC=2N(C(=NN2)CN2C3=CC=CC=C3C=3C=CC=CC23)C2=CC=CC=C2)C(=CC=C1)F